C1CC12CN(CCC2)CC2=CC1=C(C(N(C=C1C(F)(F)F)C1=CC(=CC=C1)C1(CC(C1)OC)C1=NN=CN1C)=O)N2 2-((5-azaspiro[2.5]octan-5-yl)methyl)-6-(3-((1r,3r)-3-methoxy-1-(4-methyl-4H-1,2,4-triazol-3-yl)cyclobutyl)phenyl)-4-(trifluoromethyl)-1,6-dihydro-7H-pyrrolo[2,3-c]pyridin-7-one